4-cyano-2-methoxybenzenesulfonyl chloride C(#N)C1=CC(=C(C=C1)S(=O)(=O)Cl)OC